C(#N)C=1C=C(C=CC1F)N(C(C)=O)C1=NC=CC(=C1)[N+](=O)[O-] N-(3-cyano-4-fluorophenyl)-N-(4-nitropyridin-2-yl)acetamide